C1(CC1)C(=O)NC1=CC(=C(N=N1)C(NC)=O)NC1=NN2C(C=CC(=C2)OC2CN(C2)C(=O)OC(C)(C)C)=N1 tert-butyl 3-((2-((6-(cyclopropanecarboxamido)-3-(methylcarbamoyl)pyridazin-4-yl)amino)-[1,2,4]triazolo[1,5-a]pyridin-6-yl)oxy)azetidine-1-carboxylate